(2-fluoro-4-(1-isopropyl-4-(trifluoromethyl)-1H-imidazol-2-yl)phenyl)-methanamine FC1=C(C=CC(=C1)C=1N(C=C(N1)C(F)(F)F)C(C)C)CN